1-((2S,4R)-4-((4-bromophenyl)amino)-2-methyl-3,4-dihydroquinolin-1(2H)-yl)propan-1-one BrC1=CC=C(C=C1)N[C@@H]1C[C@@H](N(C2=CC=CC=C12)C(CC)=O)C